C(C)[C@H]1[C@H]([C@H]2[C@@H]3CC[C@H]([C@@H](CCC(=O)OC)C)[C@]3(C[C@@H]([C@@H]2[C@]2(CC[C@H](C[C@@H]12)OCOC)C)OCOC)C)OCOC Methyl 6α-ethyl-3α,7α,11β-trimethoxymethyloxy-5β-cholan-24-oate